(4,7-Dichloro-6-(4-(3-((4-hydroxypiperidin-1-yl)methyl)cyclobutyl)phenyl)-2H-indazol-2-yl)-2-((R)-6-fluoro-6,7-dihydro-5H-pyrrolo[1,2-c]imidazol-1-yl)-N-(thiazol-2-yl)acetamide ClC=1C2=CN(N=C2C(=C(C1)C1=CC=C(C=C1)C1CC(C1)CN1CCC(CC1)O)Cl)C(C(=O)NC=1SC=CN1)C1=C2N(C=N1)C[C@@H](C2)F